ClC1=C(C=C2C(C(=CN(C2=C1)CC1=CC=C(C=C1)F)CC(=O)O)=O)F 7-chloro-6-fluoro-1-p-fluorobenzyl-1,4-dihydro-4-oxoquinoline-3-acetic acid